tert-butyl 7-[3-(2,4-dioxohexahydropyrimidin-1-yl)-5-fluoro-1-methyl-indazol-6-yl]-2,7-diazaspiro[3.5]nonane-2-carboxylate O=C1N(CCC(N1)=O)C1=NN(C2=CC(=C(C=C12)F)N1CCC2(CN(C2)C(=O)OC(C)(C)C)CC1)C